C(C)(C)(C)OC(=O)N[C@@H]1C[C@H]([C@@H](N(C1)C(=O)OCC1=CC=CC=C1)C)F |r| benzyl rac-(2S,3R,5R)-5-((tert-butoxycarbonyl)amino)-3-fluoro-2-methylpiperidine-1-carboxylate